3-(4-(hydroxymethyl)pyridin-2-yl)-N-(1-(5-fluoro-2-hydroxyphenyl)ethyl)imidazo[1,2-b]pyridazine-6-amine OCC1=CC(=NC=C1)C1=CN=C2N1N=C(C=C2)NC(C)C2=C(C=CC(=C2)F)O